C1=NC=CC2=CC=C(C=C12)C1=CC[C@H]2[C@@H]3CCC4C[C@H](CC[C@@]4([C@H]3CC[C@]12C)C)N(C(OC(C)(C)C)=O)C tert-butyl ((3S,8R,9S,10S,13S,14S)-17-(isoquinolin-7-yl)-10,13-dimethyl-2,3,4,5,6,7,8,9,10,11,12,13,14,15-tetradecahydro-1H-cyclopenta[a]phenanthren-3-yl)(methyl)carbamate